ClC=1C(=NC=C(C#N)C1)NC1=NC=C(C(=C1)N[C@H](C)C#N)N1N=NC(=C1)C1CCC(CC1)CCO 5-chloro-6-((4-(((R)-1-cyanoethyl)amino)-5-(4-((1r,4R)-4-(2-hydroxyethyl)cyclohexyl)-1H-1,2,3-triazol-1-yl)pyridin-2-yl)amino)nicotinonitrile